N-[2-[6-(3-cyclopropyl-1,2,4-triazol-1-yl)-2-azaspiro[3.3]heptane-2-carbonyl]-2-azaspiro[3.3]heptan-6-yl]-2,2-dimethyl-propane-1-sulfonamide C1(CC1)C1=NN(C=N1)C1CC2(CN(C2)C(=O)N2CC3(C2)CC(C3)NS(=O)(=O)CC(C)(C)C)C1